FC=1C(=CC(=NC1)COC=1C=C2CN(C(C2=CC1)=O)C1=NNC(C=C1)=O)OC 5-((5-fluoro-4-methoxypyridin-2-yl)methoxy)-2-(6-oxo-1,6-dihydropyridazin-3-yl)isoindolin-1-one